((2R,3R,4S,5R,6R)-4-(4-(3-fluorophenyl)-1H-1,2,3-triazol-1-yl)-3,5-dihydroxy-6-(hydroxymethyl)tetrahydro-2H-pyran-2-yl)(4-(4-hydroxy-3-methylphenyl)piperazin-1-yl)methanone FC=1C=C(C=CC1)C=1N=NN(C1)[C@@H]1[C@H]([C@@H](O[C@@H]([C@@H]1O)CO)C(=O)N1CCN(CC1)C1=CC(=C(C=C1)O)C)O